N-(2-(6,6-Dimethyl-4,5,6,7-tetrahydro-1H-indazol-3-yl)-3H-imidazo[4,5-b]pyridin-6-yl)-N-methyl-2-(tetrahydro-2H-pyran-4-yl)acetamide CC1(CCC=2C(=NNC2C1)C1=NC=2C(=NC=C(C2)N(C(CC2CCOCC2)=O)C)N1)C